C12C3=C(C(CC1)C2)C(N(C3=O)C=3C(=CC=C(C)C3)S(=O)(=O)[O-])=O 5-norbornene-2,3-dicarboximido-p-toluenesulfonate